N(=[N+]=[N-])C[C@@]1(OC2=C(C1)C=C(C=C2[C@@H](C)N[S@](=O)C(C)(C)C)F)C (R)-N-((1R)-1-((2R)-2-(azidomethyl)-5-fluoro-2-methyl-2,3-dihydrobenzofuran-7-yl)ethyl)-2-methylpropan-2-sulfinamide